N-Acetyl-thyroxin C(C)(=O)N[C@@H](CC1=CC(I)=C(C(I)=C1)OC1=CC(I)=C(C(I)=C1)O)C(=O)O